CC1=C(C=C2C(N(C=NC2=C1C)[C@H]1CCOC[C@@H]1O)=O)CC1=CC=C(C=C1)C(NCC1OCCC1)=O 1,5-anhydro-2,3-dideoxy-3-(7,8-dimethyl-4-oxo-6-(4-((tetrahydrofuran-2-ylmethyl)carbamoyl)benzyl)quinazolin-3(4H)-yl)-L-threo-pentitol